CC(C)(C)S(=O)NCC1=C(C(=CC=C1)C)S 2-methyl-N-[(3-methyl-2-sulfanyl-phenyl)methyl]propane-2-sulfinamide